tert-butyl (E)-(((tert-butoxycarbonyl)imino)(1H-pyrazol-1-yl)methyl)(dodecyl)carbamate C(C)(C)(C)OC(=O)\N=C(\N1N=CC=C1)/N(C(OC(C)(C)C)=O)CCCCCCCCCCCC